Fluoroketosulfenamide FSN=O